BrC=1N=C2C(=C(C(N(C2=CC1)C)=O)C#N)N1CCN(CC1)CC1=C(C=CC=C1OC)O 6-bromo-4-{4-[(2-hydroxy-6-methoxyphenyl)methyl]piperazin-1-yl}-1-methyl-2-oxo-1,2-dihydro-1,5-naphthyridine-3-carbonitrile